FC(C1=NN=C(S1)N1C=NC2=C1C=C(C=C2N2C[C@@H](NCC2)COC)S(=O)(=O)NC2(CC2)C)F (R)-1-(5-(difluoromethyl)-1,3,4-thiadiazol-2-yl)-4-(3-(methoxymethyl)piperazin-1-yl)-N-(1-methylcyclopropyl)-1H-benzo[d]imidazole-6-sulfonamide